ClC1=C(C=C(C=2C(=C3N(C12)CCN(C3)C(=O)OC(C)(C)C)C=3C=NNC3)NC(CO)=O)Cl tert-Butyl 6,7-dichloro-9-[(2-hydroxyacetyl)amino]-10-(1H-pyrazol-4-yl)-3,4-dihydro-1H-pyrazino[1,2-a]indole-2-carboxylate